dipropyloxyneopentyl glycol diacrylate C(C=C)(=O)OC(C(C)(C(OC(C=C)=O)OCCC)C)OCCC